N[C@@H]1C2=C(OC13CCN(CC3)C3=C(C(N(C(=N3)C)C3=C(C(=CC=C3)Cl)Cl)=O)C)C=CC=C2 6-[(3R)-3-amino-3H-spiro[1-benzofuran-2,4'-piperidin]-1'-yl]-3-(2,3-dichlorophenyl)-2,5-dimethyl-3,4-dihydropyrimidin-4-one